ClC1=NC=2N(C(=C1C1=C(C=C(C=C1F)F)F)N[C@@H](C)C(C)C)N=CN2 (S)-5-chloro-N-(3-methylbutan-2-yl)-6-(2,4,6-trifluorophenyl)-[1,2,4]triazolo[1,5-a]pyrimidin-7-amine